(S)-N-((3-hydroxyoxetan-3-yl)methyl)-4-(2-methylpyrrolidine-1-carbonyl)thiazole-2-carboxylic acid OC1(COC1)CN1[C@@H](SC=C1C(=O)N1C(CCC1)C)C(=O)O